N-((5-(benzyloxy)-1-methyl-4-oxo-1,4-dihydropyridin-2-yl)methyl)-2-(4-fluorophenyl)acetamide C(C1=CC=CC=C1)OC=1C(C=C(N(C1)C)CNC(CC1=CC=C(C=C1)F)=O)=O